2-(2-Furyl)propane-1,3-diol O1C(=CC=C1)C(CO)CO